C(C)(C)(C)CS(=O)(C1=CC(=CC=C1)NC(C1=C(N=CC(=C1C)C1=CC=CC=C1)N1CCC(CCC1)(F)F)=O)=NC(=O)OCC=1C=NN(C1)C1=NC(=CC=C1)OC (1-(6-methoxypyridin-2-yl)-1H-pyrazol-4-yl)methanol tert-butyl-((3-(2-(4,4-difluoroazepan-1-yl)-4-methyl-5-phenylnicotinamido)phenyl)(methyl)(oxo)-λ6-sulfaneylidene)carbamate